1-benzyl-5-chloro-4-formyl-1H-pyridine C(C1=CC=CC=C1)N1CC=C(C(=C1)Cl)C=O